CC1=CC=CC(=N1)C1=CC2=C(OCCN2C2=CC=NC=C2C#N)C=N1 4-(7-(6-methylpyridin-2-yl)-2,3-dihydro-1H-pyrido[3,4-b][1,4]oxazin-1-yl)nicotinonitrile